NC1=C(CC(=C(N1)C)C(=O)[O-])C#N 6-amino-5-cyano-2-methyl-1,4-dihydropyridine-3-carboxylate